iminomethanesulfinic acid N=CS(=O)O